COC(C#CC1=CC=CC=C1)=O methyl-3-phenylpropiolate